NC1=CC=C(C=C1)CC1=C(C=C(C=C1)N)C1=CC=CC=C1 4-((4-aminophenyl)methyl)-3-phenylbenzenamine